2-(4-Hydroxyphenyl)acetamide OC1=CC=C(C=C1)CC(=O)N